C=CCNC(=S)N The molecule is a thiourea with a prop-2-enyl group attached to one of the amines. It has a role as a metabolite. It derives from a thiourea.